CC1(OB(OC1(C)C)C=1C=C(C=CC1)N1CCN(CCC1)C(=O)OC(C)(C)C)C tert-butyl 4-(3-(4,4,5,5-tetramethyl-1,3,2-dioxaborolan-2-yl)phenyl)-1,4-diazepane-1-carboxylate